(R)-4-((2-(4-(3,5-dichlorophenyl)piperazin-1-yl)-2-oxo-1-phenylethyl)amino)-4-oxobutanoic acid ClC=1C=C(C=C(C1)Cl)N1CCN(CC1)C([C@@H](C1=CC=CC=C1)NC(CCC(=O)O)=O)=O